NC1=C2C=CC(=CC2=CC=C1)S(=O)(=O)O 5-aminonaphthalene-2-sulfonic acid